CC1=CC2=C(S1)[C@@]1(C[C@H](N(CC1)C(=O)OC(C)(C)C)C)OCC2 tert-butyl (2'R,7R)-2,2'-dimethylspiro[4,5-dihydrothieno[2,3-c]pyran-7,4'-piperidine]-1'-carboxylate